tin (II) nitrite N(=O)[O-].[Sn+2].N(=O)[O-]